3-bromo-5-methylsulfonyl-pyridine BrC=1C=NC=C(C1)S(=O)(=O)C